[C@H]12CN(C[C@H](CC1)N2)C=2C1=C(N=C(N2)OC([2H])([2H])[C@H]2N(CCC2)C)C(=C(N=C1)C=1C=C(C=C(C1C(F)(F)F)Cl)O)F 3-(4-((1R,5S)-3,8-Diazabicyclo[3.2.1]octan-3-yl)-8-fluoro-2-(((S)-1-methylpyrrolidin-2-yl)methoxy-d2)pyrido[4,3-d]pyrimidin-7-yl)-5-chloro-4-(trifluoromethyl)phenol